2,2,2-trifluoro-1-(5-(5-(((R)-1-(4-fluorophenyl)ethyl)amino)pyrazin-2-yl)pyridin-3-yl)ethan-1-ol FC(C(O)C=1C=NC=C(C1)C1=NC=C(N=C1)N[C@H](C)C1=CC=C(C=C1)F)(F)F